4-oxo-N-[(6-{[(oxolan-3-yl)amino]methyl}imidazo[1,2-a]pyridin-2-yl)methyl]-4H-pyrido[1,2-a]pyrimidine-2-carboxamide O=C1C=C(N=C2N1C=CC=C2)C(=O)NCC=2N=C1N(C=C(C=C1)CNC1COCC1)C2